CC=1OC2=C(N1)C=C(C=C2)C=2N=C1N(C(C2)=O)C=C(C=C1)N1C[C@@H](NCC1)C 2-(2-methyl-1,3-benzoxazol-5-yl)-7-[(3S)-3-methylpiperazin-1-yl]-4H-pyrido[1,2-a]pyrimidin-4-one